COC=1C=C(C=CC1)NC(=O)C1C(=NN(C1=O)C1=CC=CC=C1)C N-(3-methoxyphenyl)-3-methyl-5-oxo-1-phenyl-4H-pyrazole-4-carboxamide